C1(=CC=CC=C1)CCCCCCCCC(=O)O[C@@H](CC(=O)O)CCCCCCCCCCC (3R)-3-[(9-Phenylnonanoyl)oxy]tetradecanoic acid